tert-butyl 3-bromo-2-carbamoyl-5,6-dihydroimidazo[1,2-a]pyrazine-7(8H)-carboxylate BrC1=C(N=C2N1CCN(C2)C(=O)OC(C)(C)C)C(N)=O